FC=1C=C2C3C=CC(C(C2=CC1F)N3CC3=CC=C(C=C3)OC)=O 4,5-Difluoro-12-[(4-methoxyphenyl)methyl]-12-azatricyclo[6.3.1.02,7]dodeca-2,4,6,10-tetraen-9-one